ClC=1C=C2C(=CC1)NC(C21CCN(CC1)CCOC=1C=NC=2N(C(CCC2C1)=O)C1CC(C1)(C(C)C)O)=O 5-chloro-1'-[2-({7-oxo-8-[3-hydroxy-3-(propan-2-yl)cyclobutyl]-5,6,7,8-tetrahydro-1,8-naphthyridin-3-yl}oxy)ethyl]-1,2-dihydrospiro[indole-3,4'-piperidin]-2-one